4-Amino-6-(3,4-dichlorophenoxy)-5-(3-methoxy-2,6-dimethylphenyl)nicotinamide NC1=C(C(=NC=C1C(=O)N)OC1=CC(=C(C=C1)Cl)Cl)C1=C(C(=CC=C1C)OC)C